O=S1(N(CC(N1)=O)C=1C(=C(C=CC1O)C1=CC(=NN1)C#N)F)=O 5-(3-(1,1-dioxido-4-oxo-1,2,5-thiadiazolidin-2-yl)-2-fluoro-4-hydroxyphenyl)-1H-pyrazole-3-carbonitrile